(S)-4-((2-((2-methylpyridin-3-yl)oxy)ethyl)(4-(5,6,7,8-tetrahydro-1,8-naphthyridin-2-yl)butyl)amino)-2-((5-phenylpyrazin-2-yl)amino)butanoic acid CC1=NC=CC=C1OCCN(CC[C@@H](C(=O)O)NC1=NC=C(N=C1)C1=CC=CC=C1)CCCCC1=NC=2NCCCC2C=C1